ethyl (3-chloro-4-fluorophenyl)glycinate ClC=1C=C(C=CC1F)NCC(=O)OCC